CC(CCC(CCC[O-])(CCC(=C)C)CCC(=C)C)=C tris(2-methyl-2-propenylmethyl)butoxide